3-chloro-2-(2-(1,3-dimethyl-1H-pyrazol-4-yl)-4,6-difluorophenyl)imidazo[1,2-a]pyridine-7-carboxylic acid ClC1=C(N=C2N1C=CC(=C2)C(=O)O)C2=C(C=C(C=C2F)F)C=2C(=NN(C2)C)C